C(#N)C1=CC=C(CCN[C@H](C(=O)NC2=NC=C(C=C2)C=2C=NN(C2)C)C2=CC(=CC=C2)C#N)C=C1 |r| (S)- and (R)-2-((4-cyanophenEthyl)amino)-2-(3-cyanophenyl)-N-(5-(1-methyl-1H-pyrazol-4-yl)-pyridin-2-yl)acetamide